CC1=C(C=C(C(=O)OC)C=C1)NC1=NC=CC(=N1)C=1C=NC=CC1 methyl 4-methyl-3-((4-(pyridin-3-yl)pyrimidin-2-yl)amino)benzoate